N(=O)C1=C(C(C(=O)O)=CC(=C1)N=O)O 3,5-dinitrososalicylic acid